4-(2-(((R)-(6-methoxypyridin-2-yl)((R)-7-(1-methyl-1H-pyrazol-4-yl)-1,2,3,4-tetrahydropyrido[2,3-b]pyrazin-3-yl)methyl)amino)ethyl)benzonitrile COC1=CC=CC(=N1)[C@@H]([C@H]1CNC2=C(N1)N=CC(=C2)C=2C=NN(C2)C)NCCC2=CC=C(C#N)C=C2